N1=C(C=CC=C1)C1(CCOC2(CCCC2)C1)CCO 2-(9-(Pyridin-2-yl)-6-oxaspiro[4.5]decan-9-yl)ethan-1-ol